4-(Methoxymethyl)-6,7-dimethyl-2,3-dihydro-1H-pyrrolo[3,4-c]pyridine, dihydrochloride salt Cl.Cl.COCC1=NC(=C(C2=C1CNC2)C)C